ClC=1C(=C(C(=CC1C)OC(N(CC)CC)=O)[C@@H](C1CCN(CC1)C(=O)OC(C)(C)C)N[S@@](=O)C(C)(C)C)F tert-butyl 4-[(R)-[3-chloro-6-[(diethylcarbamoyl)oxy]-2-fluoro-4-methylphenyl]([[(S)-2-methylpropane-2-sulfinyl]amino])methyl]piperidine-1-carboxylate